NC1=NC2=CC(=CC=C2C=C1)CN(C(=O)C=1C=NC=CC1)C1=CC=CC=2N(C=NC21)C N-[(2-aminoquinolin-7-yl)methyl]-N-(1-methyl-1H-1,3-benzodiazol-4-yl)pyridine-3-carboxamide